FC1=CC(=C(C=C1C1=NN(C=C1)C)O)C1=NC=C(N=C1)N(C)[C@H]1[C@H]([C@@]2(CCC[C@](C1)(N2)C)C)F 4-fluoro-2-(5-{[(1S,2R,3R,5R)-2-fluoro-1,5-dimethyl-9-azabicyclo[3.3.1]nonan-3-yl](methyl)amino}pyrazin-2-yl)-5-(1-methyl-1H-pyrazol-3-yl)phenol